hydroxyl ethylene oxide OC1CO1